2-Amino-4-(hydroxy(methyl)phosphonoyl)butanoic acid NC(C(=O)O)CC=P(=O)CO